4-[difluoro(phenyl)methyl]-1H-imidazole FC(C=1N=CNC1)(C1=CC=CC=C1)F